pentafluorophenyl 4-({2,3,5-trifluoro-4-[(4-methoxyphenyl)methoxy]benzamido}methyl)bicyclo[2.2.2]octane-1-carboxylate FC1=C(C(=O)NCC23CCC(CC2)(CC3)C(=O)OC3=C(C(=C(C(=C3F)F)F)F)F)C=C(C(=C1F)OCC1=CC=C(C=C1)OC)F